C(CC#C)C1(N=N1)CCNC(=O)[C@H]1N(C(SC1)[C@@H]1N=C(SC1)C1=C(C=CC=C1)O)C (4R)-N-(2-(3-(but-3-yn-1-yl)-3H-diazirin-3-yl)ethyl)-2-((R)-2-(2-hydroxyphenyl)-4,5-dihydrothiazol-4-yl)-3-methylthiazolidine-4-carboxamide